tert-butyl N-(2-amino-3-methylbutyl)carbamate NC(CNC(OC(C)(C)C)=O)C(C)C